perfluoro-octanesulfonic acid potassium salt [K+].FC(C(C(C(C(C(C(C(F)(F)F)(F)F)(F)F)(F)F)(F)F)(F)F)(F)F)(S(=O)(=O)[O-])F